O1CCN(CC1)C=1OC=2C(=NC(=C(C2)NC(=O)C2=NC(=CC=C2)C=2C=NN(C2)C2OCCCC2)N2CCCCC2)N1 N-(2-morpholino-5-(piperidin-1-yl)oxazolo[4,5-b]pyridin-6-yl)-6-(1-(tetrahydro-2H-pyran-2-yl)-1H-pyrazol-4-yl)pyridine-2-carboxamide